NC1=C2C(C3(C(OC4=C3C=CC(=C4)C(C)C)(C2=CC=C1)O)NC(C(C)=O)=O)=O N-(1-amino-4b-hydroxy-7-isopropyl-10-oxo-4b,10-dihydro-9bH-indeno[1,2-b]benzofuran-9b-yl)-2-oxopropanamide